OC(CNC1=NN=C(N1)NC)CC(CCC[Si](OC)(OC)OC)=O 3-[2-hydroxy-4-oxo-7-(trimethoxysilyl)heptylamino]-5-methylamino-4H-1,2,4-triazole